2,4-dichloro-6-((3,5-dichloro-2-methoxyphenyl)thio)phenol ClC1=C(C(=CC(=C1)Cl)SC1=C(C(=CC(=C1)Cl)Cl)OC)O